NC1=C(C2=C(N=C(N=C2C#CC2=C(C=NC=C2)F)C)N1C1=C(C(=CC=C1C)OC)C)C(=O)N 6-amino-4-((3-fluoropyridin-4-yl)ethynyl)-7-(3-methoxy-2,6-dimethylphenyl)-2-methyl-7H-pyrrolo[2,3-d]pyrimidine-5-carboxamide